CC1=CN(C=2N=C(N=CC21)NC2=CC=C(C=C2)N2CCN(CC2)C)CC2OCCC2 5-Methyl-N-(4-(4-methylpiperazin-1-yl)phenyl)-7-((tetrahydrofuran-2-yl)methyl)-7H-pyrrolo[2,3-d]pyrimidin-2-amine